(1-Benzyl-4-(2,4-difluorophenyl)piperidin-4-yl)carbamate C(C1=CC=CC=C1)N1CCC(CC1)(C1=C(C=C(C=C1)F)F)NC([O-])=O